FC(C(=O)O)(F)F.N1=C(N=C(C2=C1NCC2)O)O 6,7-dihydro-5H-pyrrolo[2,3-d]pyrimidine-2,4-diol trifluoroacetate